(3R)-3-[6-[3-[[ethyl(methyl)sulfamoyl]amino]-2,6-difluoro-benzoyl]-4-oxo-quinazolin-3-yl]-1-oxa-8-azaspiro[4.5]decane C(C)N(S(=O)(=O)NC=1C(=C(C(=O)C=2C=C3C(N(C=NC3=CC2)[C@H]2COC3(C2)CCNCC3)=O)C(=CC1)F)F)C